[C@@H]12CN(C[C@@H](O1)C2)CC2=C(C=CC(=N2)C=2C=NC(=CC2NC2=NC(=NC(=C2)CC)C(C)(F)F)NC(C)=O)F N-(6-(((1R,5S)-6-oxa-3-azabicyclo[3.1.1]heptan-3-yl)methyl)-4'-((2-(1,1-difluoroethyl)-6-ethylpyrimidin-4-yl)amino)-5-fluoro-[2,3'-bipyridin]-6'-yl)acetamide